C(CC)SC1=CC=C(C=C1)Br 4-(propylthio)bromobenzene